C1(=CC=CC=C1)C1=CC2=CC=CC=C2C=2C=C(C=3C=CC=CC3C21)C2=CC=CC=C2 5,12-Diphenylnaphthonaphthalene